tert-butyl (4-formylphenethyl)(methyl)carbamate C(=O)C1=CC=C(CCN(C(OC(C)(C)C)=O)C)C=C1